C1(=CC=CC=C1)C1=C(C2=CC3=CC=CC=C3C=C2C=C1)C1=C(C=CC=C1)C1=CC=CC2=CC=CC=C12 phenyl-(naphthylphenyl)anthracene